(2S,4R)-4-Phenyl-pyrrolidine-2-acetic acid C1(=CC=CC=C1)[C@H]1C[C@H](NC1)CC(=O)O